8-[(2Z)-4-[(tert-butyldiphenylsilyl)oxy]but-2-en-1-yl]-2-methanesulfonyl-6-methyl-5-[2-(triisopropylsilyl)ethynyl]pyrido[2,3-d]pyrimidin-7-one [Si](C1=CC=CC=C1)(C1=CC=CC=C1)(C(C)(C)C)OC\C=C/CN1C(C(=C(C2=C1N=C(N=C2)S(=O)(=O)C)C#C[Si](C(C)C)(C(C)C)C(C)C)C)=O